adipic acid-bis-(N'-salicyloyl hydrazide) C(C=1C(O)=CC=CC1)(=O)NNC(CCCCC(=O)NNC(C=1C(O)=CC=CC1)=O)=O